(S)-tert-butyl 2-((4-(6-chloropyridin-2-yl) piperidin-1-yl) methyl)-1-((oxetan-2-yl) methyl)-1H-benzo[d]imidazole-6-carboxylate ClC1=CC=CC(=N1)C1CCN(CC1)CC1=NC2=C(N1C[C@H]1OCC1)C=C(C=C2)C(=O)OC(C)(C)C